Cl.NC(C(=O)N1CCN(CC1)C(=O)NC1=NC(N(C=C1)C1=CC=C(C=C1)CCN1CC2C(C2C1)C(C)N)=O)(C)C 4-(2-Amino-2-methylpropanoyl)-N-(1-(4-(2-(exo-6-(1-aminoethyl)-3-azabicyclo[3.1.0]hexan-3-yl)ethyl)phenyl)-2-oxo-1,2-dihydropyrimidin-4-yl)piperazine-1-carboxamide Hydrochloride Salt